(2-Ethoxy-4,6-dihydroxyphenyl)(4-((tetrahydrofuran-3-yl)amino)isoindolin-2-yl)methanone C(C)OC1=C(C(=CC(=C1)O)O)C(=O)N1CC2=CC=CC(=C2C1)NC1COCC1